copper(i) hexafluorophosphate F[P-](F)(F)(F)(F)F.[Cu+]